ClC1=CC(=C(O[C@H](C(=O)O)C)C=C1)C1=NSC=C1 (2S)-2-[4-chloro-2-(1,2-thiazol-3-yl)phenoxy]propionic acid